di(cyclopentadienyl)-bis[2,6-difluoro-3-(3-(ethylsulfonylamino)propyl)phenyl]titanium C1(C=CC=C1)[Ti](C1=C(C(=CC=C1F)CCCNS(=O)(=O)CC)F)(C1=C(C(=CC=C1F)CCCNS(=O)(=O)CC)F)C1C=CC=C1